4-(((R)-4,4-difluoro-3-methylpiperidin-1-yl)methyl)-7,7-dimethyl-6,7-dihydro-5H-cyclopenta[b]pyridine-2-carboxamide FC1([C@@H](CN(CC1)CC1=C2C(=NC(=C1)C(=O)N)C(CC2)(C)C)C)F